C(C=CC)N but-2-en-1-amine